1-octyl-3-methylimidazole bromide choline OCC[N+](C)(C)C.[Br-].C(CCCCCCC)N1CN(C=C1)C